Calcium ascorbat O=C1C(O)=C([O-])[C@H](O1)[C@@H](O)CO.[Ca+2].O=C1C(O)=C([O-])[C@H](O1)[C@@H](O)CO